C1(CCCCC1)CCOC1=CC=C2C=C(C(=C(C2=C1)F)N1CC(NS1(=O)=O)=O)O 5-[7-(2-cyclohexylethoxy)-1-fluoro-3-hydroxynaphthalen-2-yl]-1λ6,2,5-thiadiazolidine-1,1,3-trione